4-bromo-2-chloro-5,7,7-trimethyl-7H-cyclopenta[b]pyridine BrC1=C2C(=NC(=C1)Cl)C(C=C2C)(C)C